Dimethylamino-6-[(tetrahydro-pyran-4-ylmethyl)-amino]-pyridin CN(C)C1=NC(=CC=C1)NCC1CCOCC1